N-(4-(2,2-dicyanoacetyl)benzyl)-5-fluoro-2-methoxybenzamide C(#N)C(C(=O)C1=CC=C(CNC(C2=C(C=CC(=C2)F)OC)=O)C=C1)C#N